Rel-(3R,5R)-3-hydroxy-5-(methylamino)piperidine-1-carboxylic acid tert-butyl ester C(C)(C)(C)OC(=O)N1C[C@@H](C[C@H](C1)NC)O |o1:9,11|